(3-bromo-pyridin-2-yl)-[4-fluoro-3-(7-morpholin-4-yl-quinazolin-4-yl)-phenyl]methanol BrC=1C(=NC=CC1)C(O)C1=CC(=C(C=C1)F)C1=NC=NC2=CC(=CC=C12)N1CCOCC1